(E)-Labda-8(17),12-diene-15,16-dial CC1(CCCC2(C1CCC(=C)C2C/C=C(\CC=O)/C=O)C)C